ClC1=CC(=NC(=C1)Cl)CN1C(C2=CC=CC=C2C1=O)=O 2-[(4,6-dichloropyridin-2-yl)methyl]-2,3-dihydro-1H-isoindole-1,3-dione